2-[1-[3,6-dimethyl-2-(2-oxa-8-azaspiro[3.5]nonan-8-yl)-4-oxo-quinazolin-8-yl]ethylamino]benzoic acid CN1C(=NC2=C(C=C(C=C2C1=O)C)C(C)NC1=C(C(=O)O)C=CC=C1)N1CCCC2(COC2)C1